COC=1C=C(C=C(C1OC)OC)/C=C/C1=C(C(=C(C(=C1F)F)F)F)F trans-2-(3',4',5'-trimethoxyphenyl)ethenyl-2,3,4,5,6-pentafluorobenzene